ClCC=1N=C2N(C=C(N=C2N2C(CCC2)=O)C2CC2)C1 1-(2-(chloromethyl)-6-cyclopropylimidazo[1,2-a]pyrazin-8-yl)pyrrolidin-2-one